N-(2-hydroxyethyl)carbamic acid OCCNC(O)=O